F[C@H]1CN(CC1)C(CN1N=CC2=NC=C(C=C21)C2=CC(=CC=C2)C(F)(F)F)=O 1-[(3R)-3-Fluoropyrrolidin-1-yl]-2-[6-[3-(trifluoromethyl)phenyl]pyrazolo[4,3-b]pyridin-1-yl]ethanone